CN1CCC(CC1)NC=1C=2C=C(N(C2C=CC1)CC(F)(F)F)C1=NC(=NO1)CNC1=CC=C(C=C1)S(=O)(=O)C N-(1-methylpiperidin-4-yl)-2-(3-(((4-(methylsulfonyl)phenyl)amino)methyl)-1,2,4-oxadiazol-5-yl)-1-(2,2,2-trifluoroethyl)-1H-indol-4-amine